OC=1C=C(C2=CC=CC=C2C1)N1CC=2N=C(N=C(C2CC1)N1CCN(CC1)C(C=C)=O)OC1(CC1)[C@H]1N(CCC1)C (S)-1-(4-(7-(3-hydroxynaphthalen-1-yl)-2-(1-(1-methylpyrrolidin-2-yl)cyclopropoxy)-5,6,7,8-tetrahydropyrido[3,4-d]pyrimidin-4-yl)piperazin-1-yl)prop-2-en-1-one